9,9-dimethyl-4,5-bis(diphenylphosphoryl)xanthene CC1(C2=CC=CC(=C2OC=2C(=CC=CC12)P(=O)(C1=CC=CC=C1)C1=CC=CC=C1)P(=O)(C1=CC=CC=C1)C1=CC=CC=C1)C